2-(2-chlorophenyl)-N-[3-sulfamoyl-4-(1,3-thiazol-2-yl)phenyl]Acetamide ethyl-3-(methylamino)propanoate C(C)OC(CCNC)=O.ClC1=C(C=CC=C1)CC(=O)NC1=CC(=C(C=C1)C=1SC=CN1)S(N)(=O)=O